3-(2,4-dimethylbenzenesulfonyl)-7-hydroxy-8-(4-methylpiperazin-1-yl)-4H,5H-[1,2,3]triazolo[1,5-a]quinazolin-5-one CC1=C(C=CC(=C1)C)S(=O)(=O)C=1N=NN2C1NC(C1=CC(=C(C=C21)N2CCN(CC2)C)O)=O